CC1=CC=CC(=N1)C1=NNC=C1C=1N=C2C=C(C=NC2=CC1)N1CC(C1)N1CCOCC1 4-[1-[6-[3-(6-methyl-2-pyridyl)-1H-pyrazol-4-yl]-1,5-naphthyridin-3-yl]azetidin-3-yl]morpholine